ClC=1C=C(C(=O)N[C@@H](C)C2=NC=CN=C2C2=NC=C(C=C2)N=S(=O)(C)C)C=C(C1)OC(F)(F)F (S)-3-chloro-N-(1-(3-(5-((dimethyl(oxo)-λ6-sulfaneylidene)amino)pyridin-2-yl)pyrazin-2-yl)ethyl)-5-(trifluoromethoxy)benzamide